4-Amino-1-(4-acetylphenyl)-7-bromo-2-oxo-1,2-dihydro-1,8-naphthyridine-3-carboxylic acid methyl ester COC(=O)C=1C(N(C2=NC(=CC=C2C1N)Br)C1=CC=C(C=C1)C(C)=O)=O